FC1=C(C(=CC=C1)F)C(C)NC1=NC=C(C=N1)C1=NOC(=N1)C(F)(F)F N-[1-(2,6-difluorophenyl)ethyl]-5-[5-(trifluoromethyl)-1,2,4-oxadiazol-3-yl]pyrimidin-2-amine